7-amino-4-carbamoyl-methyl-coumarin NC1=CC=C2C(=C(C(OC2=C1)=O)C)C(N)=O